2-(difluoromethoxy)-N-[2-(2,6-dioxo-3-piperidyl)-1,3-dioxo-isoindolin-5-yl]-3-methyl-benzenesulfonamide FC(OC1=C(C=CC=C1C)S(=O)(=O)NC=1C=C2C(N(C(C2=CC1)=O)C1C(NC(CC1)=O)=O)=O)F